N-[N'-(2-aminoethyl)-2-aminoethyl]glutamic acid NCCNCCN[C@@H](CCC(=O)O)C(=O)O